oxabicyclo[4.1.0]heptane-3-carboxylic acid C12OC(CCC2C1)C(=O)O